2-(6-{[(3S,4R)-3-fluoro-2,2,6,6-tetramethylpiperidin-4-yl]oxy}pyridazin-3-yl)-5-(8-methoxy-2-methylimidazo[1,2-b]pyridazin-6-yl)pyridin-3-ol F[C@H]1C(NC(C[C@H]1OC1=CC=C(N=N1)C1=NC=C(C=C1O)C=1C=C(C=2N(N1)C=C(N2)C)OC)(C)C)(C)C